(S)-tert-butyl (1-(5-(7-methoxy-2-methylquinolin-6-yl)oxazol-2-yl)-7-(oxazol-2-yl)-7-oxoheptyl)carbamate COC1=C(C=C2C=CC(=NC2=C1)C)C1=CN=C(O1)[C@H](CCCCCC(=O)C=1OC=CN1)NC(OC(C)(C)C)=O